C1(CCCCC1)P(C1CCCCC1)(C1CCCCC1)=O tri(cyclohexyl)phosphine oxide